5-nitro-2-[3-(trifluoromethoxy)phenoxy]Pyridine [N+](=O)([O-])C=1C=CC(=NC1)OC1=CC(=CC=C1)OC(F)(F)F